FC1=C(C=C(C=C1)OC=1C(=C2C=CNC2=CC1F)S(=O)(=O)C)C=1OC=C(N1)C1(COC2=C1C=CC=C2CC(=O)OCC)C ethyl 2-(3-(2-(2-fluoro-5-((6-fluoro-4-(methylsulfonyl)-1H-indol-5-yl) oxy)phenyl)oxazol-4-yl)-3-methyl-2,3-dihydrobenzofuran-7-yl)acetate